azido-β-D-ribofuranose N(=[N+]=[N-])[C@]1(O)[C@H](O)[C@H](O)[C@H](O1)CO